COC=1C=C(C=CC1OCC1CCNCC1)C1=CN(C(C2=CN=CC=C12)=O)C 4-(3-methoxy-4-(piperidin-4-ylmethoxy)phenyl)-2-methyl-2,7-naphthyridin-1(2H)-one